C1N(CC2=CC=CC=C12)C1=NC=2N(C(=C1)C=1C=NNC1)N=C(C2C2CCOCC2)C(=O)OCC ethyl 5-(isoindolin-2-yl)-7-(1H-pyrazol-4-yl)-3-(tetrahydro-2H-pyran-4-yl)pyrazolo[1,5-a]pyrimidine-2-carboxylate